1-(2-Hydroxy-4,6-dimethoxyphenyl)-3-[4-[(2-methylpropan-2-yl)oxy]phenyl]prop-2-en-1-one OC1=C(C(=CC(=C1)OC)OC)C(C=CC1=CC=C(C=C1)OC(C)(C)C)=O